5-[(8aR)-3,4,6,7,8,8a-hexahydro-1H-pyrrolo[1,2-a]pyrazin-2-yl]thiazol-2-amine C1[C@@H]2N(CCN1C1=CN=C(S1)N)CCC2